ClC=1C=C(C=CC1)C1=CC(=CC=C1OC)[C@H](CC(=O)[O-])NC(=O)NC=1C(N(C=CC1[O-])C)=O.[Na+].[Na+] Natrium (S)-3-(3'-Chloro-6-methoxybiphenyl-3-yl)-3-(3-(1-methyl-4-oxido-2-oxo-1,2-dihydropyridin-3-yl)ureido)propanoat